2-(3-aminobicyclo[1.1.1]pentane-1-yl)propane NC12CC(C1)(C2)C(C)C